4-IMIDAZOL-1-YL-BUTYRALDEHYDE N1(C=NC=C1)CCCC=O